COC(=O)C=1N(C=C(C1)C1=NN(C=C1)C(C)C)C(C)C isopropyl-4-(1-isopropyl-1H-pyrazol-3-yl)-1H-pyrrole-2-carboxylic acid methyl ester